4-bromo-6-[(1-fluoropropane-2-yl)carbamoyl]pyridine-2-carboxylic acid methyl ester COC(=O)C1=NC(=CC(=C1)Br)C(NC(CF)C)=O